Hafnium monohydride [H-].[Hf+]